CC=1CCCC(C1)C1=C(C=C(C=C1OP1(OCCC(O1)C1=CC=CC=C1)=O)CCCCC)OP1(OCCC(O1)C1=CC=CC=C1)=O 2-((5'-methyl-6-((2-oxido-4-phenyl-1,3,2-dioxaphosphinan-2-yl)oxy)-4-pentyl-1',2',3',4'-tetrahydro-[1,1'-biphenyl]-2-yl)oxy)-4-phenyl-1,3,2-dioxaphosphinane 2-oxide